NCC=1C=C2C(=CNC2=CC1)NC(C)=O N-[5-(aminomethyl)-1H-indol-3-yl]acetamide